N(=[N+]=[N-])[C@@H]([C@H](C=O)O)[C@H](O)[C@H](O)CO 3-Azido-3-Deoxy-d-Allose